OC1=C(C=O)C=C(C=C1)OC(F)(F)F 2-hydroxy-5-(trifluoromethoxy)benzaldehyde